N-(5-((1R,3S)-3-(3-isopropylureido)cyclopentyl)-1H-pyrazol-3-yl)-2-(3-methylisoxazol-5-yl)acetamide C(C)(C)NC(N[C@@H]1C[C@@H](CC1)C1=CC(=NN1)NC(CC1=CC(=NO1)C)=O)=O